(3R)-1-(7-(6-chloro-5-((Z)-prop-1-en-1-yl)-1H-indazol-4-yl)-8-fluoro-2-(((2R,7aS)-2-fluorotetrahydro-1H-pyrrolizin-7a(5H)-yl)methoxy)pyrido[4,3-d]pyrimidin-4-yl)-3-methylpiperidin-3-ol ClC1=C(C(=C2C=NNC2=C1)C1=C(C=2N=C(N=C(C2C=N1)N1C[C@@](CCC1)(O)C)OC[C@]12CCCN2C[C@@H](C1)F)F)\C=C/C